C1(=C(C=CC=C1)C1=C(C(=O)N)C=CC=C1)C 2-o-tolylbenzamide